methyl 6α-ethyl-3α,7α-dihydroxy-5β-cholanoate C(C)[C@H]1[C@H]([C@H]2[C@@H]3CC[C@H]([C@@H](CCC(=O)OC)C)[C@]3(CC[C@@H]2[C@]2(CC[C@H](C[C@@H]12)O)C)C)O